ClC1=C(C(=CC(=C1)C1CC1)Cl)N1CC(CN(S1(=O)=O)CC(=O)NC1C2CC3(CC(CC1C3)C2)C(=O)N)C 4-(2-(6-(2,6-dichloro-4-cyclopropylphenyl)-4-methyl-1,1-dioxido-1,2,6-thiadiazinan-2-yl)acetamido)adamantane-1-carboxamide